NC1=CC(=NN1C1=NC=CC=C1)C1CCN(CC1)C(=O)OC(C)(C)C tert-butyl 4-(5-amino-1-(pyridin-2-yl)-1H-pyrazol-3-yl)piperidine-1-carboxylate